C(C)(C)C=1N=C(OC1)C1=NC(=CC=C1)C=1OC=C(N1)C(C)C 2,6-bis[4-(R)-isopropyl-2-oxazolyl]pyridine